2-[3-(4-fluoro-2-isopropoxy-phenyl)-6-(1-methylpyrazol-4-yl)-2-pyridinyl]-4,5,6,7-tetrahydropyrazolo[1,5-a]pyrazine FC1=CC(=C(C=C1)C=1C(=NC(=CC1)C=1C=NN(C1)C)C1=NN2C(CNCC2)=C1)OC(C)C